N1=CC=C2C1=CC=N2 PYRROLOPYRROL